4-methyl-N-((5-phenylthiophen-2-yl)methylene)benzenesulfonamide CC1=CC=C(C=C1)S(=O)(=O)N=CC=1SC(=CC1)C1=CC=CC=C1